t-butyl (3S,5S)-5-carbamoyl-2'-oxo-1',4'-dihydro-2'H-spiro[pyrrolidine-3,3'-quinoline]-1-carboxylate C(N)(=O)[C@@H]1C[C@]2(C(NC3=CC=CC=C3C2)=O)CN1C(=O)OC(C)(C)C